C(C=C)[C@@H]1N(C[C@H]1N1CCN(CC1)C(=O)OCC1=CC=CC=C1)C1=C(C(=NC(=C1)Cl)C(F)F)C=C Benzyl 4-((2S,3R)-2-allyl-1-(6-chloro-2-(difluoromethyl)-3-vinylpyridin-4-yl)azetidin-3-yl)piperazine-1-carboxylate